4-{[(3S)-3-amino-4,4-difluoropiperidin-1-yl]methyl}-N-{4-[4-(morpholin-4-yl)-7H-pyrrolo[2,3-d]pyrimidin-6-yl]phenyl}pyridine-2-carboxamide N[C@H]1CN(CCC1(F)F)CC1=CC(=NC=C1)C(=O)NC1=CC=C(C=C1)C1=CC2=C(N=CN=C2N2CCOCC2)N1